NC1=C(C=C2C=CN(C2=C1)CCNC(OC(C)(C)C)=O)C tert-butyl N-[2-(6-amino-5-methyl-indol-1-yl)ethyl]carbamate